ClC=1C=CC(=NC1)C=1OC(=CN1)CO (2-(5-chloropyridin-2-yl)oxazol-5-yl)methanol